1-(phenylethynyl)naphthalene C1(=CC=CC=C1)C#CC1=CC=CC2=CC=CC=C12